C[C@@H]1NC2=CC=C3C(=C2CC1)N=C(N3CC(NC[C@@H]3OCCC3)=O)CCN3N=CC=C3 (7S)-7-Methyl-3-[({[(2R)-oxolan-2-yl]methyl}carbamoyl)methyl]-2-[2-(1H-pyrazol-1-yl)ethyl]-3H,6H,7H,8H,9H-imidazo[4,5-f]chinolin